3-oxo-butanoic acid, 2-methylpropyl ester O=C(CC(=O)OCC(C)C)C